N,N-dimethyl-1-morpholin-2-yl-methanamine CN(CC1CNCCO1)C